N-methyl-2-[3-[(E)-2-[5-[2-(4-methylpiperazin-1-yl)ethoxy]-2-pyridinyl]vinyl]-1-tetrahydropyran-2-yl-indazol-6-yl]thiobenzamide CNC(C1=C(C=CC=C1)C1=CC=C2C(=NN(C2=C1)C1OCCCC1)\C=C\C1=NC=C(C=C1)OCCN1CCN(CC1)C)=S